C1(=CC=CC=C1)CCC(SCCCCCCC(=O)NC=1SC=C(N1)C1=CC=C(C=C1)Cl)=O S-(7-((4-(4-chlorophenyl)thiazol-2-yl)amino)-7-oxoheptyl) 3-phenylpropanethioate